S-(5,5-dimethyl-4H-isoxazol-3-yl) thioacetate (S-(5,5-dimethyl-4H-isoxazol-3-yl) ethanethioate) CC1(CC(=NO1)S=C(C)O)C.C(C)(=O)SC1=NOC(C1)(C)C